S1C(=CC=C1)C1=CC(=C(C=C1)N)N 4-thiophenyl-1,2-phenylenediamine